BrC1=CC(=CC(=C1)C(F)(F)F)S(=O)C 1-bromo-3-methylsulfinyl-5-(trifluoromethyl)benzene